F[C@@H]1[C@H](CNCC1)NC1=CC=CC(=N1)C1=CN=C2N1C=CC(=C2)C(=O)OC methyl 3-(6-(((3S,4S)-4-fluoropiperidin-3-yl)amino)pyridin-2-yl)imidazo[1,2-a]pyridine-7-carboxylate